2-(benzofuran-4-yl)-N-((5R,7S,8S)-7-((S)-3-fluoropyrrolidin-1-yl)-1-oxaspiro[4.5]decane-8-yl)-N-methylacetamide O1C=CC2=C1C=CC=C2CC(=O)N(C)[C@@H]2[C@H](C[C@]1(CCCO1)CC2)N2C[C@H](CC2)F